1-bromo-5-chloro-1-pentyne BrC#CCCCCl